FCC12CC(CC(C=C1)(O2)CF)C2=CC(=C(C=C2)NC(OC(C)(C)C)=O)C2=CCC(CC2)(C)C tert-butyl N-[4-[1,5-bis(fluoromethyl)-8-oxabicyclo[3.2.1]oct-6-en-3-yl]-2-(4,4-dimethylcyclohexen-1-yl)phenyl]carbamate